(3R)-N-[2,4-difluoro-3-[2-[2-(4-hydroxypiperidin-4-yl)ethylamino]-8-methyl-7-oxopyrido[2,3-d]pyrimidin-6-yl]phenyl]-3-fluoropyrrolidine-1-sulfonamide hydrochloride Cl.FC1=C(C=CC(=C1C1=CC2=C(N=C(N=C2)NCCC2(CCNCC2)O)N(C1=O)C)F)NS(=O)(=O)N1C[C@@H](CC1)F